C(CC)(=N)N propiamidine